OCCC1N=C2N(C1)CCCCCCCCCC2 hydroxyethyldecanoimidazoline